1,3-dicarboxycyclobutane C(=O)(O)C1CC(C1)C(=O)O